3-(pyridin-2-yl)benzoic acid ethyl ester C(C)OC(C1=CC(=CC=C1)C1=NC=CC=C1)=O